(3R,5R)-5-(5-(3-(2,2-difluoroethoxy)-1-methyl-1H-pyrazole-5-carboxamido)-1H-pyrazol-3-yl)tetrahydrofuran-3-yl bicyclo[1.1.1]pentan-1-ylcarbamate C12(CC(C1)C2)NC(O[C@H]2CO[C@H](C2)C2=NNC(=C2)NC(=O)C2=CC(=NN2C)OCC(F)F)=O